ClC=1C=C(O[C@@H]2C([C@H](C2(C)C)NC(=O)C2=CC=C(OCCCCCOCCCNC(OC(C)(C)C)=O)C=C2)(C)C)C=CC1C#N tert-butyl N-(3-{[5-(4-{[trans-3-(3-chloro-4-cyanophenoxy)-2,2,4,4-tetramethylcyclobutyl]carbamoyl}phenoxy)pentyl]oxy}propyl)carbamate